tert-butyl (2S,4R)-4-(2,3-dichloro-6-methoxyphenyl)-2-[[2-methoxy-N-(3-methoxy-2-methyl-3-oxopropyl)acetamido]methyl]pyrrolidine-1-carboxylate ClC1=C(C(=CC=C1Cl)OC)[C@H]1C[C@H](N(C1)C(=O)OC(C)(C)C)CN(C(COC)=O)CC(C(=O)OC)C